3,5-dimethyl-4-(pyrrolidine-1-carbonyl)piperazine-1-carboxylic acid tert-butyl ester C(C)(C)(C)OC(=O)N1CC(N(C(C1)C)C(=O)N1CCCC1)C